methyl (methoxyethyl) carbonate C(OC)(OCCOC)=O